2-hydroxy-1-{4-[4-(2-hydroxy-2-methyl-propionyl)benzyl]-phenyl}-2-methyl-propan-1-one OC(C(=O)C1=CC=C(C=C1)CC1=CC=C(C=C1)C(C(C)(C)O)=O)(C)C